NC1=NC=2C=C(C(=CC2C2=C1C=NN2C)C(=O)N([C@@H]2COC1=C2C=NC(=C1)C(F)(F)F)C)F 4-amino-7-fluoro-N,1-dimethyl-N-((3S)-6-(trifluoromethyl)-2,3-dihydrofuro[3,2-c]pyridin-3-yl)-1H-pyrazolo[4,3-c]quinoline-8-carboxamide